3-cyclohexyl-N-((2S)-2,5-diamino-4-hydroxypentyl)-1H-indole-2-carboxamide hydrogen chloride salt Cl.C1(CCCCC1)C1=C(NC2=CC=CC=C12)C(=O)NC[C@H](CC(CN)O)N